N1=CN=C2NC=NC2=C1 9H-purin